2-(amino(2,2-dimethylpiperidin-4-yl)methyl)-4,5-dichlorophenol NC(C1=C(C=C(C(=C1)Cl)Cl)O)C1CC(NCC1)(C)C